ClC=1C(=CC(=C(C1)C1=CC(=NC=C1C(=O)NC=1SC(=NN1)OC)C)OC)S(=O)C 4-(5-chloro-2-methoxy-4-(methylsulfinyl)phenyl)-N-(5-methoxy-1,3,4-thiadiazol-2-yl)-6-methylnicotinamide